(R)-4-((3-aminopiperidin-1-yl)methyl)-N-(4-(4-(pyrrolidin-1-yl)-7H-pyrrolo[2,3-d]pyrimidin-6-yl)phenyl)picolinamide N[C@H]1CN(CCC1)CC1=CC(=NC=C1)C(=O)NC1=CC=C(C=C1)C1=CC2=C(N=CN=C2N2CCCC2)N1